5-(3-ethyl-1-(methylsulfonyl)pyrrolidin-3-yl)-1-(4-fluorophenyl)-6-methyl-1H-indazole C(C)C1(CN(CC1)S(=O)(=O)C)C=1C=C2C=NN(C2=CC1C)C1=CC=C(C=C1)F